O\N=C(/N)\C1=CC=C(CNC([C@H](C)NC(=O)[C@@H]2N(C[C@H](C2)C2=CC=CC=C2)C(=O)OC(C)(C)C)=O)C=C1 tert-butyl (2r,4r)-2-(((S)-1-((4-((Z)-N'-hydroxycarbamimidoyl) benzyl) amino)-1-oxopropan-2-yl) carbamoyl)-4-phenylpyrrolidine-1-carboxylate